lithium phosphorus chromium lithium [Li].[Cr].[P].[Li]